((2-((2-chloro-2'-isopropyl-3'-(3-morpholinopropoxy)-[1,1'-biphenyl]-3-yl)methoxy)-4,6-dimethoxypyrimidin-5-yl)methyl)-L-proline ClC1=C(C=CC=C1COC1=NC(=C(C(=N1)OC)CN1[C@@H](CCC1)C(=O)O)OC)C1=C(C(=CC=C1)OCCCN1CCOCC1)C(C)C